ClC=1N=C2C(=C(C(N(C2=CC1)C)=O)C#N)N(C)[C@@H]1CC[C@H](CC1)N(C1=NC=C(C=C1)F)CC1CC1 trans-6-chloro-4-((4-((cyclopropylmethyl)(5-fluoropyridin-2-yl)amino)cyclohexyl)(methyl)amino)-1-methyl-2-oxo-1,2-dihydro-1,5-naphthyridine-3-carbonitrile